COCC1=CC=CC(=N1)COC1=NN=C(S1)NC(C1=CN=C(C=C1C1=C(C=CC=C1)OC)C)=O N-(5-((6-(methoxymethyl)pyridin-2-yl)methoxy)-1,3,4-thiadiazol-2-yl)-4-(2-methoxyphenyl)-6-methylnicotinamide